Cl.N[C@H]1CN(CC[C@H]1O)C=O ((3S,4R)-3-amino-4-hydroxypiperidin-1-yl)methanone hydrochloride